N-[5-[1-(1,3-dioxoisoindolin-2-yl)ethyl]-1-pyrimidin-2-yl-1,2,4-triazol-3-yl]-N-methyl-carbamic acid tert-butyl ester C(C)(C)(C)OC(N(C)C1=NN(C(=N1)C(C)N1C(C2=CC=CC=C2C1=O)=O)C1=NC=CC=N1)=O